FC(C=1N=COC1C(=O)N1[C@@H](C2=C(CC1)NC=N2)C=2OC1=C(N2)C=CC=C1C)F (S)-(4-(difluoromethyl)oxazol-5-yl)(4-(7-methylbenzo[d]oxazol-2-yl)-6,7-dihydro-1H-imidazo[4,5-c]pyridin-5(4H)-yl)methanone